O(C1=CC=CC=C1)C1=CC=C(C=C1)NC1=NC=NC2=CC=CC=C12 N-(4-phenoxyphenyl)quinazolin-4-amine